8-(4-chlorophenyl)-2-(methylsulfanyl)-4-oxo-3H-pyrazolo[1,5-a][1,3,5]triazine-7-carbonitrile ClC1=CC=C(C=C1)C=1C(=NN2C1N=C(NC2=O)SC)C#N